BrC1=CC(=NC=C1)C1COCC1 4-bromo-2-(tetrahydrofuran-3-yl)pyridine